NC[C@H]1CN(CCC1)C1=C(C=CC(=C1C(F)(F)F)OC1=CC=CC=C1)NC(=O)C=1N=C(SC1)C1=CN=NC=C1 N-{2-[(3S)-3-(aminomethyl)piperidin-1-yl]-4-phenoxy-3-(trifluoromethyl)phenyl}-2-(pyridazin-4-yl)-1,3-thiazole-4-carboxamide